((s)-4,4-difluoro-1-(5-methylpyrazin-2-yl)pyrrolidin-3-yl)-4-(5-(5-fluoro-2-methoxypyridin-4-yl)-1H-pyrazole-3-carbonyl)-4-azaspiro[2.5]octane-7-carboxamide FC1([C@H](CN(C1)C1=NC=C(N=C1)C)C1CC12N(CCC(C2)C(=O)N)C(=O)C2=NNC(=C2)C2=CC(=NC=C2F)OC)F